N-isopropyl-2,6-dimethylhept-5-en-1-imine oxide C(C)(C)[N+](=CC(CCC=C(C)C)C)[O-]